NN=[Ni] aminoiminonickel